6-amino-2-(6-(4-isopropyl-4H-1,2,4-triazol-3-yl)pyridin-2-yl)-5-methylisoindol-1-one NC1=C(C=C2CN(C(C2=C1)=O)C1=NC(=CC=C1)C1=NN=CN1C(C)C)C